(±)-cis-N-(8-amino-6-(2-(2-hydroxyethyl)pyrrolidin-1-yl)-2,7-naphthyridine-3-yl)-2-fluorocyclopropanecarboxamide NC=1N=C(C=C2C=C(N=CC12)NC(=O)[C@H]1[C@H](C1)F)N1[C@H](CCC1)CCO |&1:19|